(2S)-2-[(4S)-4-(2,2-dibromovinyl)-2-oxopyrrolidinyl]butanamide BrC(=C[C@@H]1CC(N(C1)[C@H](C(=O)N)CC)=O)Br